ClC1=CNC2=CC=C(C=C12)N(C1=NC(=NC=C1C#N)NC1=CC=C(C=C1)NCCNCC)CCC 4-((3-Chloro-1H-indol-5-yl)(propyl)amino)-2-((4-((2-(ethylamino)ethyl)amino)phenyl)amino)pyrimidine-5-carbonitrile